1-(7-(3-fluoro-4-(trifluoromethyl)phenoxy)-3,4-dihydroisoquinolin-2(1H)-yl)-3-(1H-imidazol-2-yl)propan-1-one FC=1C=C(OC2=CC=C3CCN(CC3=C2)C(CCC=2NC=CN2)=O)C=CC1C(F)(F)F